C(C1=CC=CC=C1)(=O)C(CCCCC)(CCCCC)C(C1=CC=CC=C1)=O dibenzoylundecane